4,5-di(2-methoxyethyl)-2-aminobenzoic acid ethyl ester hydrochloride Cl.C(C)OC(C1=C(C=C(C(=C1)CCOC)CCOC)N)=O